N[C@@H](CCC1=CNC=N1)C(=O)O Homohistidin